ClC1=C(C(=CC=C1)Cl)C1=CC2=C(N=C(N=C2)NC2=CC(=CC=C2)OC)OC1=O 6-(2,6-dichlorophenyl)-2-((3-methoxyphenyl)amino)-7H-pyrano[2,3-d]pyrimidin-7-one